BrC=1C=C(C2=C(N(C(=N2)[C@@H](C)O[Si](C)(C)C(C)(C)C)C(C)(C)C)C1)F 6-bromo-1-tert-butyl-2-[(1R)-1-{[tert-butyl(dimethyl)silyl]oxy}ethyl]-4-fluoro-1H-benzimidazole